1-((3-(8-cyanoindolizin-5-yl)pyridin-4-yl)thio)-3-methoxycyclobutane-1-carboxylic acid C(#N)C1=CC=C(N2C=CC=C12)C=1C=NC=CC1SC1(CC(C1)OC)C(=O)O